(R)-3-(5-Fluoro-3,6-dimethyl-1H-pyrazolo[3,4-b]pyridin-4-yl)-2-(5-fluoropyridin-2-yl)-6-(methyl-d3)-6-(trifluoromethyl)-6,7-dihydro-4H-pyrazolo[5,1-c][1,4]oxazine FC=1C(=C2C(=NC1C)NN=C2C)C=2C(=NN1C2CO[C@](C1)(C(F)(F)F)C([2H])([2H])[2H])C1=NC=C(C=C1)F